benzyl (R)-4-(N-(4-bromobenzyl)-1-((perfluorophenyl)-sulfonyl)azetidine-2-carboxamido)benzoate BrC1=CC=C(CN(C(=O)[C@@H]2N(CC2)S(=O)(=O)C2=C(C(=C(C(=C2F)F)F)F)F)C2=CC=C(C(=O)OCC3=CC=CC=C3)C=C2)C=C1